F[P-](F)(F)(F)(F)F.O=C1N(N=NC2=C1C=CC=C2)O[P+](N2CCCC2)(N2CCCC2)N2CCCC2 [(3,4-dihydro-4-oxo-1,2,3-benzotriazin-3-yl)oxy]-tris(pyrrolidino)phosphonium hexafluorophosphate